C(#N)C1(CCN(CC1)C(=O)NC=1SC(=C(N1)C1=CC(=CC=C1)C#N)C1=CC(=NC(=C1)C)C)C 4-Cyano-N-[4-(3-cyanophenyl)-5-(2,6-dimethyl-4-pyridyl)thiazol-2-yl]-4-methylpiperidine-1-carboxamide